N-(allyloxycarbonyl)asparagine C(C=C)OC(=O)N[C@@H](CC(N)=O)C(=O)O